(4-bromophenyl)-N-ethyl-cyclopropanecarboxamide BrC1=CC=C(C=C1)C1(CC1)C(=O)NCC